Tert-butyl 2-(2-chloroacetamido)-7-azaspiro[3.5]nonane-7-carboxylate ClCC(=O)NC1CC2(C1)CCN(CC2)C(=O)OC(C)(C)C